C[C@@H](CCCC(C)C)[C@@H]1CC[C@]2([C@]1(CC[C@H]3C2=CC[C@@H]4[C@@]3(C(=O)C=CC4(C)C)C)C)C The molecule is a tirucallane triterpenoid that is (13alpha,14beta,17alpha,20S)-lanosta-2,7-dien-1-one substituted by an oxo group at position 1. It has been isolated from the stem and stem barks of Cornus walteri. It has a role as a plant metabolite. It is a tirucallane triterpenoid, a cyclic terpene ketone and an enone.